(5-((2-(2,2-dimethylpyrrolidin-1-yl)ethyl)carbamoyl)-3-methylthiophene-2-yl)-2-(pyridin-3-yl)pyrazolo[5,1-b]thiazole-7-carboxamide CC1(N(CCC1)CCNC(=O)C1=CC(=C(S1)C=1N2C(SC1C=1C=NC=CC1)=C(C=N2)C(=O)N)C)C